tert-butyl (R)-2-(acetoxymethyl)-4-(3-ethyl-4-nitrophenyl)piperazine-1-carboxylate C(C)(=O)OC[C@@H]1N(CCN(C1)C1=CC(=C(C=C1)[N+](=O)[O-])CC)C(=O)OC(C)(C)C